(3-hydroxyazetidin-1-yl)(2-methyl-4-(4,4,5,5-tetramethyl-1,3,2-dioxaborolan-2-yl)phenyl)methanone OC1CN(C1)C(=O)C1=C(C=C(C=C1)B1OC(C(O1)(C)C)(C)C)C